acrolein-dipropenyl acetal C(=CC)OC(C=C)OC=CC